BrC1=CC2=C(C(CO2)NC)C=C1F 6-bromo-5-fluoro-N-methyl-2,3-dihydrobenzofuran-3-amine